(1S,2S)-2-amino-1-phenylpropane-1,3-diol N[C@H]([C@@H](O)C1=CC=CC=C1)CO